3-bromo-N-(1-((2,4-dimethylbenzyl)oxy)-2-methylpropan-2-yl)-1-methyl-1H-pyrrolo[2,3-b]pyridine-5-carboxamide BrC1=CN(C2=NC=C(C=C21)C(=O)NC(COCC2=C(C=C(C=C2)C)C)(C)C)C